C(=O)C1=C(C(=O)O)C=C(C(=C1)OC)OC 2-FORMYL-4,5-DIMETHOXY-BENZOIC ACID